(S or R)-N-(2-(3-(2-(5-fluoro-thiophen-2-yl)ethyl)-1-(2-(6-methylpyridin-3-yl)propan-2-yl)pyrrolidin-3-yl)propan-2-yl)methanesulfonamide FC1=CC=C(S1)CC[C@]1(CN(CC1)C(C)(C)C=1C=NC(=CC1)C)C(C)(C)NS(=O)(=O)C |o1:8|